CC=1C=C(C=CC1C)S(=O)(=O)[O-] 3-methyl-4-methylbenzenesulfonate